(2R*,3S*)-4-bromo-5-chloro-6-fluoro-3-hydroxy-2-phenyl-2,3-dihydrobenzofuran-2-carbonitrile BrC1=C(C(=CC2=C1[C@@H]([C@](O2)(C#N)C2=CC=CC=C2)O)F)Cl |o1:7,8|